3-(2-cyclopropylethoxy)-2-hydroxy-6-isopropyl-10-oxo-6,10-dihydro-5H-pyrido[2,1-f][1,6]Naphthyridine-9-carboxylic acid ethyl ester C(C)OC(=O)C=1C(C=C2C=3C=C(C(=NC3CC(N2C1)C(C)C)OCCC1CC1)O)=O